BrC=1C=C2C(=NC1)NC=C2CN(C)C 1-(5-bromo-1H-pyrrolo[2,3-b]pyridin-3-yl)-N,N-dimethyl-methylamine